1,3-dimethyl-N-(2-(2-(2,2,2-trifluoroethylamino)pyrimidin-4-yl)-1H-pyrrolo[3,2-c]pyridin-6-yl)-1H-pyrazole-4-carboxamide CN1N=C(C(=C1)C(=O)NC1=CC2=C(C=N1)C=C(N2)C2=NC(=NC=C2)NCC(F)(F)F)C